CC(CC(=O)OC(COC(CCCCCCC\C=C/CCCCCCCC)=O)COC(CCCCCCC\C=C/CCCCCCCC)=O)CCCCC(CC(=O)OC1=C(C=C(C=C1OC)C=O)OC)C 1-(1,3-bis(oleoyloxy)propan-2-yl) 10-(4-formyl-2,6-dimethoxyphenyl) 3,8-dimethyldecanedioate